C(C1=CC=CC=C1)N(C(C(=O)OCC)=O)CC1=NC=CC=C1C(F)(F)F ethyl 2-[benzyl-[[3-(trifluoromethyl)-2-pyridyl]methyl]amino]-2-oxo-acetate